O=C1N(C(CC1)=O)OC(CCCCCN1C(C=CC1=O)=O)=O 1-{6-[(2,5-Dioxopyrrolidin-1-yl)oxy]-6-oxohexyl}-1H-pyrrole-2,5-dione